O=C1NC(CCC1N1C(C2=CC=C(C(=C2C1=O)F)C1(CCN(CC1)CC1=CC=C(C=C1)F)O)=O)=O 2-(2,6-dioxopiperidin-3-yl)-4-fluoro-5-(1-(4-fluorobenzyl)-4-hydroxypiperidin-4-yl)isoindoline-1,3-dione